NC1=CC2=CN(N=C2C=C1OC)C1CCC(CC1)CO ((1R,4R)-4-(5-amino-6-methoxy-2H-indazol-2-yl)cyclohexyl)methanol